R-2-(((4-chloro-3-methyl-2-pyridyl)methyl)sulfinyl)benzimidazole ClC1=C(C(=NC=C1)C[S@@](=O)C=1NC2=C(N1)C=CC=C2)C